P(OC1=CC=CC=C1)([O-])[O-].P(OC1=CC=CC=C1)([O-])[O-] diphenyl bisphosphite